2-(4-chloro-3-(hydroxymethyl)pyridin-2-yl)-3,4,6,7,8,9-hexahydropyrazino[1,2-a]indol-1(2H)-one ClC1=C(C(=NC=C1)N1C(C=2N(C=3CCCCC3C2)CC1)=O)CO